tert-butyl (2R,3S,4S)-4-[(tert-butoxycarbonyl)oxy]-2-[(4-methoxyphenyl)methyl]-3-{spiro[3.3]heptane-2-carbonyloxy}pyrrolidine-1-carboxylate C(C)(C)(C)OC(=O)O[C@@H]1[C@H]([C@H](N(C1)C(=O)OC(C)(C)C)CC1=CC=C(C=C1)OC)OC(=O)C1CC2(C1)CCC2